methyl (S)-2-((4-(2-(5-chloropyridin-2-yl)-2-methylbenzo[d][1,3]dioxol-4-yl)piperidin-1-yl)methyl)-1-isopropyl-4-methoxy-1H-benzo[d]imidazole-6-carboxylate ClC=1C=CC(=NC1)[C@@]1(OC2=C(O1)C=CC=C2C2CCN(CC2)CC2=NC1=C(N2C(C)C)C=C(C=C1OC)C(=O)OC)C